2,2':6,2'':6'',2'''-quaterpyridine N1=C(C=CC=C1C1=NC(=CC=C1)C1=NC=CC=C1)C1=NC=CC=C1